C(#N)C1=NC(=NC(=C1)N1CCCC1)N1N=C(C(=C1N)C(=O)O)C 1-[4-cyano-6-(pyrrolidin-1-yl)pyrimidin-2-yl]-3-methyl-5-amino-1H-pyrazole-4-carboxylic acid